N[C@@H](CC(=O)OCC)C1=CC(=CC=C1)N ethyl (S)-3-amino-3-(3-aminophenyl)propanoate